ClC1=C(C=C(C=C1)OC)S1C=CC=2NC(N(C(C21)=O)C=2C=NC=C(C2)CCC(=O)N2CCOCC2)=O 5-(2-chloro-5-methoxy-phenyl)-3-[5-(3-morpholino-3-oxo-propyl)-3-pyridinyl]-1H-thieno[3,2-d]pyrimidine-2,4-dione